tert-butyl ((7-(4-(trifluoromethoxy)phenyl)thiazolo[5,4-d]pyrimidin-5-yl)methyl)carbamate FC(OC1=CC=C(C=C1)C=1C2=C(N=C(N1)CNC(OC(C)(C)C)=O)SC=N2)(F)F